[N+](=O)([O-])C=1C=NC=2CC(CCC2C1)NC(OCC1=CC=CC=C1)=O benzyl (3-nitro-5,6,7,8-tetrahydroquinolin-7-yl)carbamate